N-((S)-(4,4-Difluorocyclohexyl)(6-((R)-1-(4,4,4-trifluorobutanamido)ethyl)-1H-benzo[d]imidazol-2-yl)methyl)-2-(3,3-difluoropropyl)-2H-1,2,3-triazole-4-carboxamide FC1(CCC(CC1)[C@H](NC(=O)C1=NN(N=C1)CCC(F)F)C1=NC2=C(N1)C=C(C=C2)[C@@H](C)NC(CCC(F)(F)F)=O)F